[Cl-].C(CCC)[N+]1(C=C(C=C1)CCCC)CC 1,3-dibutyl-1-ethyl-pyrrolium chloride